C(CCCCCCCCCCC)SC(CC)O (dodecylthio)propan-1-ol